O1-tert-butyl O3-(2,3,4,5,6-pentafluorophenyl) 5-[2-[(5-amino-3-pyridyl)sulfonylamino]-6-(2,6-dimethylphenyl)pyrimidin-4-yl]oxypiperidine-1,3-dicarboxylate NC=1C=C(C=NC1)S(=O)(=O)NC1=NC(=CC(=N1)OC1CC(CN(C1)C(=O)OC(C)(C)C)C(=O)OC1=C(C(=C(C(=C1F)F)F)F)F)C1=C(C=CC=C1C)C